ClC1=C2C(=NC=C1C=1N=C(SC1)N1C(CN(CC1)C(=O)OC(C)(C)C)=O)NC=C2C2CC2 tert-butyl 4-(4-(4-chloro-3-cyclopropyl-1H-pyrrolo[2,3-b]pyridin-5-yl)thiazol-2-yl)-3-oxopiperazine-1-carboxylate